tert-butyl 4-[3-(4,4,5,5-tetramethyl-1,3,2-dioxaborolan-2-yl)phenyl]piperidine-1-carboxylate CC1(OB(OC1(C)C)C=1C=C(C=CC1)C1CCN(CC1)C(=O)OC(C)(C)C)C